CC=1C=C(CCC(=O)[O-])C=C(C1O)C(C)(C)C 3-methyl-5-tert-butyl-4-hydroxyhydrocinnamate